BrC1=C(C=C2C(=NC(=NC2=C1F)OCC12CCCN2CCC1)N1CCN(CC1)C(=O)OC(C)(C)C)OC tert-butyl 4-(7-bromo-8-fluoro-6-methoxy-2-((tetrahydro-1H-pyrrolizin-7a(5H)-yl)methoxy)quinazolin-4-yl)piperazine-1-carboxylate